(R)-5-(azetidin-3-ylamino)-2-methyl-N-(1-(3-(5-((((1-methylpiperidin-4-yl)methyl)amino)methyl)thiophen-2-yl)phenyl)ethyl)benzamide N1CC(C1)NC=1C=CC(=C(C(=O)N[C@H](C)C2=CC(=CC=C2)C=2SC(=CC2)CNCC2CCN(CC2)C)C1)C